((R)-6-(3-isopropylphenyl)-2-azaspiro[3.4]octan-2-yl)methanon C(C)(C)C=1C=C(C=CC1)[C@H]1CC2(CN(C2)C=O)CC1